ethyl 6-benzyl-1-methyl-1,6-dihydroimidazo[4,5-d]pyrrolo[2,3-b]pyridine-8-carboxylate C(C1=CC=CC=C1)N1C=C(C=2C1=NC=C1C2N(C=N1)C)C(=O)OCC